C=C(C)OC1=C(C=CC(=C1)N)N 2-(prop-1-en-2-yloxy)benzene-1,4-diamine